5-[3-(4-benzyloxyphenylthio)-furan-2-yl]Imidazolidine-2,4-dione C(C1=CC=CC=C1)OC1=CC=C(C=C1)SC1=C(OC=C1)C1C(NC(N1)=O)=O